acryloyloxyethylhexahydrophthalic acid C(C=C)(=O)OCCC1(C(=O)O)C(C(=O)O)CCCC1